NC[C@@H](O)C1=C(C=CC(=C1)OC)OC (1S)-2-amino-1-(2,5-dimethoxyphenyl)ethan-1-ol